S(=O)(=O)(O)C1=CC=CC=C1.NC[C@H](C1=CC(=CC(=C1)F)Cl)NC(=O)C=1N=CN(C1)C1=NC(=NC=C1C)NC1CCOCC1 (S)-N-(2-amino-1-(3-chloro-5-fluorophenyl)ethyl)-1-(5-methyl-2-((tetrahydro-2H-pyran-4-yl)amino)pyrimidin-4-yl)-1H-imidazole-4-carboxamide besylate